(S)-5-(4-ethyl-2-methylpiperazin-1-yl)-2-(4-isopropyl-5-(8-methoxy-[1,2,4]triazolo[1,5-a]pyridin-6-yl)-1H-pyrazol-3-yl)thiazole C(C)N1C[C@@H](N(CC1)C1=CN=C(S1)C1=NNC(=C1C(C)C)C=1C=C(C=2N(C1)N=CN2)OC)C